3-((8z,11z)-heptadeca-8,11-dien-1-yl)-5,5-dimethyl-2,4,6-trioxa-5-siladecane C(CCCCCC\C=C/C\C=C/CCCCC)C(OC)O[Si](OCCCC)(C)C